5-diethylamino-2-(2-(3-methyl-4-nitroisoxazol-5-yl)vinyl)phenol C(C)N(C=1C=CC(=C(C1)O)C=CC1=C(C(=NO1)C)[N+](=O)[O-])CC